3-Chloro-5-((4-(4,4,5,5-tetramethyl-1,3,2-dioxaborolan-2-yl)-1H-pyrazol-1-yl)methyl)pyridine ClC=1C=NC=C(C1)CN1N=CC(=C1)B1OC(C(O1)(C)C)(C)C